C(C)OC(=O)C1=C(NC2=CC(=CC=C12)Br)N 2-amino-6-bromo-1H-indole-3-carboxylic acid ethyl ester